COC1CC(C1)(C1=NN=CN1C)C=1C=C(C=CC1)N1C(C2=CC(=CC(=C2C1)C(F)(F)F)[C@@H](C)NC1(CCC1)C)=O 2-(3-((1r,3R)-3-methoxy-1-(4-methyl-4H-1,2,4-triazol-3-yl)cyclobutyl)phenyl)-6-((R)-1-((1-methylcyclobutyl)amino)ethyl)-4-(trifluoromethyl)isoindolin-1-one